2-Bromo-1-chloro-3-(2,2-diethoxyethoxy)benzene BrC1=C(C=CC=C1OCC(OCC)OCC)Cl